C(#N)/C(/C(=O)OCC1=CC=CC=C1)=C\1/NC2=CC=CC=C2N=C1N1C(CN(CC1)C)C (Z)-benzyl 2-cyano-2-(3-(2,4-dimethylpiperazin-1-yl)quinoxalin-2(1H)-ylidene)acetate